C1CC2(C3=NC4=C(C(=C31)N)CCC4)CC2 1',5',6',7'-tetrahydro-2'H-spiro[cyclopropane-1,3'-dicyclopenta[b,e]pyridin]-8'-amine